ClC(CCCC[NH-])C 5-chloro-N-hexylamide